COC1=C(C=C2C=CN=C(C2=C1)OC[C@@H]1[C@H]2CC[C@H]2C(N1)=O)C(=O)N 7-methoxy-1-{[(1s,2s,5r)-4-oxo-3-azabicyclo[3.2.0]hept-2-yl]methoxy}isoquinoline-6-carboxamide